NC=1C(=NC2=C3C=CC=NC3=C(C=C2C1C=1C2=CN(N=C2C(=CC1)F)C1OCCCC1)O)OCC1=CC=C(C=C1)OC 3-amino-4-[7-fluoro-2-(oxan-2-yl)indazol-4-yl]-2-[(4-methoxyphenyl)methoxy]-1,7-phenanthroline-6-ol